tert-butyl 4-((4-(8-methoxy-[1,2,4]triazolo[1,5-a]pyridin-6-yl)-5-methyl-2-nitrophenyl)amino)piperidine-1-carboxylate COC=1C=2N(C=C(C1)C1=CC(=C(C=C1C)NC1CCN(CC1)C(=O)OC(C)(C)C)[N+](=O)[O-])N=CN2